7-(7,8-difluoronaphthalen-1-yl)-6,8-difluoro-2-(((2R,7aS)-2-fluorotetrahydro-1H-pyrrolizin-7a(5H)-yl)-methoxy)-4-((1S,5R)-1-methyl-3,8-diaza-bicyclo[3.2.1]octan-3-yl)quinazoline FC1=CC=C2C=CC=C(C2=C1F)C1=C(C=C2C(=NC(=NC2=C1F)OC[C@]12CCCN2C[C@@H](C1)F)N1C[C@@]2(CC[C@H](C1)N2)C)F